BrC=1C=C(CSC=2N(C(=NN2)CN2C3=CC=CC=C3C=3C=CC=CC23)C2=CC=CC=C2)C=CC1 9-((5-((3-bromobenzyl)thio)-4-phenyl-4H-1,2,4-triazol-3-yl)methyl)-9H-carbazole